CC(CCC(C)C)NC1=CC=C(C=C1)NC(CCC(C)C)C bis-(1,4-dimethylpentyl)-p-phenylenediamine